2,6-Difluoro-3-(6-(((1-methoxycyclobutyl)methyl)(methyl)amino)-1-methyl-1H-pyrazolo[4,3-c]pyridin-3-yl)-5-(trifluoromethyl)phenol FC1=C(C(=C(C=C1C1=NN(C2=C1C=NC(=C2)N(C)CC2(CCC2)OC)C)C(F)(F)F)F)O